(S)-1-((1-acetylpiperidin-4-yl)methyl)-3-(3-chloro-4-fluorophenyl)-1-(1-(1-oxo-1,2-dihydroisoquinolin-4-yl)ethyl)urea C(C)(=O)N1CCC(CC1)CN(C(=O)NC1=CC(=C(C=C1)F)Cl)[C@@H](C)C1=CNC(C2=CC=CC=C12)=O